C(#N)C1=C(C=C(OC2C(C(C2(C)C)NC(C2=CC=C(C=C2)N2CCC(CC2)C=O)=O)(C)C)C=C1)OC N-[3-(4-cyano-3-methoxy-phenoxy)-2,2,4,4-tetramethyl-cyclobutyl]-4-(4-formyl-1-piperidinyl)benzamide